FC1=NN(C2=CC(=CC=C12)/C=C/C(=O)O)C1OCC1 (2E)-3-[3-fluoro-1-(oxetan-2-yl)indazol-6-yl]prop-2-enoic acid